S1C=NC2=C1C=CC(=C2)C(C)NCC2CC2 1-(benzo[d]thiazol-5-yl)-N-(cyclopropylmethyl)ethan-1-amine